C(C1CO1)OC1=CC=C(C=C1)CC1=CC=C(C=C1)OCC1CO1 Bis(4-glycidyloxyphenyl)methan